O[C@H]1[C@@H](CCCC1)NC1=C2C(=C(N=N1)C1=C(C=C(C=C1)C)O)COCC2 2-(1-(((1R,2R)-2-hydroxycyclohexyl)amino)-7,8-dihydro-5H-pyrano[3,4-d]pyridazin-4-yl)-5-methylphenol